3-(isoquinolin-1-yl)isoxazole-5-carboxylic acid ethyl ester C(C)OC(=O)C1=CC(=NO1)C1=NC=CC2=CC=CC=C12